N-(3-(methoxycarbonyl)pyridine-5-sulfonyl)-L-alaninate COC(=O)C=1C=NC=C(C1)S(=O)(=O)N[C@@H](C)C(=O)[O-]